N-(2-(1H-indol-3-yl)ethyl)-3,3,3-trifluoro-N-(3,3,3-trifluoropropyl)propan-1-amine N1C=C(C2=CC=CC=C12)CCN(CCC(F)(F)F)CCC(F)(F)F